C1(=CC=CC=C1)C1=NN=C(O1)C(=O)N 5-(phenyl)-1,3,4-oxadiazole-2-carboxamide